C(C)OC(=O)C1=CN(C2=NC=CC=C2C1=O)C=1SC=CN1 4-oxo-1-(1,3-thiazol-2-yl)-1,4-dihydro-1,8-naphthyridine-3-carboxylic acid ethyl ester